ClC=1C(=NC=C(C1[C@@H](C)OC=1C=C2C(=NNC2=CC1)C=1C=CC(=NC1)N1CC2(C1)OCCC2)Cl)C 2-[5-[5-[(1R)-1-(3,5-dichloro-2-methyl-4-pyridyl)ethoxy]-1H-indazol-3-yl]-2-pyridyl]-5-oxa-2-azaspiro[3.4]octane